ClC=1C(=C(C=CC1)C1(CN(C1)C(=O)OC(C)(C)C)NC1=CC=C2C=CN=C(C2=C1)OC1CCOCC1)C tert-butyl 3-(3-chloro-2-methylphenyl)-3-((1-((tetrahydro-2H-pyran-4-yl)oxy)isoquinolin-7-yl)amino)azetidine-1-carboxylate